Cl.COC1=NC(=CC=C1NC(=O)C=1C(=NOC1C)C1=CC=CC=C1)C=1C=NC(=NC1)NCCNC N-[2-Methoxy-6-[2-[2-(methylamino)ethylamino]pyrimidin-5-yl]-3-pyridyl]-5-methyl-3-phenyl-isoxazole-4-carboxamide hydrochloride